O=C1NC(CCC1N1C(C2=CC=C(C=C2C1=O)N1CCC(CC1)CN1CCC2(CC1)CCN(CC2)C2=C(C=C(C(=C2)OC)[N+](=O)[O-])C)=O)=O 2-(2,6-Dioxopiperidin-3-yl)-5-(4-((9-(5-methoxy-2-methyl-4-nitrophenyl)-3,9-diazaspiro[5.5]undecan-3-yl)methyl)piperidin-1-yl)isoindoline-1,3-dione